ClC=1C=C(C=C2C(=C(C=NC12)C#N)NCC(C)(C)C)N[C@@H](C=1C(=NC(=CC1)F)C)C=1N=NN(C1I)C1CC1 (S)-8-chloro-6-(((1-cyclopropyl-5-iodo-1H-1,2,3-triazol-4-yl)(6-fluoro-2-methylpyridin-3-yl)methyl)amino)-4-(neopentylamino)quinoline-3-carbonitrile